C1(=CC=CC=2C3=CC=CC=C3CC12)COC(=O)NC(=O)OCC1=CC=CC=2C3=CC=CC=C3CC12 bis(fluorenylmethoxycarbonyl)amine